2-((4,5-Dimethylfuran-2-yl)methyl)-8-(3-Fluorobenzyl)-6-phenylimidazo[1,2-a]pyrazin-3-yl-acetat CC=1C=C(OC1C)CC=1N=C2N(C=C(N=C2CC2=CC(=CC=C2)F)C2=CC=CC=C2)C1CC(=O)[O-]